2-[6-(difluoromethoxy)pyridin-3-yl]-4-[3-(2,2,2-trifluoroethoxy)pyridin-4-yl]-2,3-dihydro-1H-pyrrolo[3,4-c]pyridin-1-one FC(OC1=CC=C(C=N1)N1CC=2C(=NC=CC2C1=O)C1=C(C=NC=C1)OCC(F)(F)F)F